CC=1C=C(C=CC1CC1=CC2=C(N(C=N2)C)C=C1)NC=1C2=C(N=CN1)C=CC(=N2)N2CCN(CC2)C(=O)OC(C)(C)C tert-butyl 4-[4-({3-methyl-4-[(1-methyl-1,3-benzodiazol-5-yl)methyl]phenyl}amino)pyrido[3,2-d]pyrimidin-6-yl]piperazine-1-carboxylate